P(=O)(OC[N+]1=C(C(=CC=C1)C1=CC(=NO1)CC1=CC=C(C=C1)\C=C\CC1=CC=CC=C1)N)(O)[O-] (E)-(2-amino-3-(3-(4-(3-phenylprop-1-en-1-yl)benzyl)isoxazol-5-yl)pyridin-1-ium-1-yl)methyl hydrogen phosphate